C(C1=CC=CC=C1)OCC(=O)N1N=CCC1C1=CC=CC=C1 2-(benzyloxy)-1-(5-phenyl-4,5-dihydro-1H-pyrazol-1-yl)ethanone